Cl.FC(C1(CCC1)C1=NNC(=N1)CN)(F)F (3-(1-(trifluoromethyl)cyclobutyl)-1H-1,2,4-triazol-5-yl)methanamine hydrochloride